CN1N=C(C=C1C)NC1=NC=C(C(=N1)C1=CNC2=C(C=CC=C12)NC(CN1CCC(CC1)OC=1C=NC=CC1)=O)C N-(3-(2-((1,5-dimethyl-1H-pyrazol-3-yl)amino)-5-methylpyrimidin-4-yl)-1H-indol-7-yl)-2-(4-(pyridin-3-yloxy)piperidin-1-yl)acetamide